Cl.BrC1=C(N=C(C=2N1N=CC2)N2CCC1(CC2)[C@@H](C=2C(=NC=CC2)C1)N)C (5S)-1'-(7-bromo-6-methyl-pyrazolo[1,5-a]pyrazin-4-yl)spiro[5,7-dihydrocyclopenta[b]pyridine-6,4'-piperidine]-5-amine hydrochloride